tert-butyl 8-methyl-7-[2-({3-methyl-4-[2-(morpholin-4-yl) acetamido]phenyl}amino)-5H,6H,7H,8H-pyrido[3,4-d]pyrimidin-7-yl]-1H,2H,3H-pyrido[2,3-b][1,4]oxazine-1-carboxylate CC1=C(C=NC=2OCCN(C21)C(=O)OC(C)(C)C)N2CC=1N=C(N=CC1CC2)NC2=CC(=C(C=C2)NC(CN2CCOCC2)=O)C